C(C)(C)(C)OC(=O)O[C@@H]1[C@H]([C@H](N(C1)C(=O)OC(C)(C)C)CC1=CC=C(C=C1)OC)OC(NCCC=1C=NNC1)=O tert-butyl (2R,3S,4S)-4-[(tert-butoxycarbonyl)oxy]-2-[(4-methoxyphenyl)methyl]-3-({[2-(1H-pyrazol-4-yl)ethyl]carbamoyl}oxy)pyrrolidine-1-carboxylate